3-(2-(4-(9-benzyl-6-(1-methylcyclopropoxy)-9H-purin-8-yl)-3-chlorophenoxy)ethyl)-3,6-diazabicyclo[3.1.1]heptane C(C1=CC=CC=C1)N1C2=NC=NC(=C2N=C1C1=C(C=C(OCCN2CC3NC(C2)C3)C=C1)Cl)OC1(CC1)C